N1=C(C=CC=C1C=1N=NN(C1)C=1C(=C(C(=O)NO)C=CC1)O)C=1N=NN(C1)C=1C(=C(C(=O)NO)C=CC1)O 4'-(pyridine-2,6-diyl-bis(1H-1,2,3-triazole-4,1-diyl))bis(N,2-dihydroxybenzamide)